(2S)-2-[6-(3-methyl-1H-pyrrolo[2,3-b]pyridin-5-yl)-2-[2-(trifluoromethyl)morpholine-4-carbonyl]-1,2,3,4-tetrahydroisoquinolin-8-yl]pyrrolidine-1-carboxylic acid tert-butyl ester C(C)(C)(C)OC(=O)N1[C@@H](CCC1)C=1C=C(C=C2CCN(CC12)C(=O)N1CC(OCC1)C(F)(F)F)C=1C=C2C(=NC1)NC=C2C